(S)-5-((1-(3-(4-(5-Methylpyridin-2-yl)piperazin-1-yl)-3-oxopropoxy)propan-2-yl)amino)-4-(trifluoromethyl)pyridazin-3(2H)-one CC=1C=CC(=NC1)N1CCN(CC1)C(CCOC[C@H](C)NC1=C(C(NN=C1)=O)C(F)(F)F)=O